Cl.Cl.ClCC(=O)CCl chloro-methyl ketone 2HCl